ClC=1C=C(C=CC1F)C(NC1=NC=C(C=C1)F)C=1NC(=C(N1)S(=O)(=O)C)C N-((3-chloro-4-fluorophenyl)(5-methyl-4-(methylsulfonyl)-1H-imidazol-2-yl)methyl)-5-fluoropyridin-2-amine